C(#N)N1C[C@H](CC1)CC(=O)NC1=CC(=NO1)C1=CC(=CC=C1)OC (R)-2-(1-cyanopyrrolidin-3-yl)-N-(3-(3-methoxyphenyl)isoOxazol-5-yl)acetamide